4-((5-carbamoyl-2-ethyl-1,3-benzodiazol-1-yl)methyl)phenylboronic acid C(N)(=O)C1=CC2=C(N(C(=N2)CC)CC2=CC=C(C=C2)B(O)O)C=C1